triethanol myristate C(CCCCCCCCCCCCC)(=O)O.C(C)O.C(C)O.C(C)O